ethyl (S)-3-(benzyl((R)-1-phenylethyl)amino)-3-(3'-methoxy-6-methylbiphenyl-3-yl)propanoate C(C1=CC=CC=C1)N([C@@H](CC(=O)OCC)C=1C=C(C(=CC1)C)C1=CC(=CC=C1)OC)[C@H](C)C1=CC=CC=C1